NC=1C2=C(N=CN1)N(C(=C2C2=CC=C(C=C2)OC2=NC=CC=N2)C2=CC=C(C=C2)NC(C#CC)=O)C N-(4-(4-amino-7-methyl-5-(4-(pyrimidin-2-yloxy)phenyl)-7H-pyrrolo[2,3-d]pyrimidin-6-yl)phenyl)but-2-ynamide